2-iodoethylamine hydroiodic acid salt I.ICCN